[Pt].[Ru].[Cu].[Ag].[Pd] palladium-silver-copper-ruthenium-platinum